1-[(6-{3-Azabicyclo[3.1.0]hex-3-yl}-2-methylpyridin-3-yl)methyl]-N-[(6R)-3-methyl-1H,4H,5H,6H-cyclopenta[c]pyrazol-6-yl]-1H-pyrazole-4-carboxamide C12CN(CC2C1)C1=CC=C(C(=N1)C)CN1N=CC(=C1)C(=O)N[C@@H]1CCC2=C1NN=C2C